C(#N)C1=C(OC=2C=C3C(N(C=NC3=CC2)CCC2CCN(CC2)C(CN2CCC(CC2)C2=C(C=C(C=C2)C2C(NC(CC2)=O)=O)F)=O)=O)C(=CC=C1NS(N(C)CC)(=O)=O)F 6-[2-cyano-3-[[ethyl(methyl)sulfamoyl]amino]-6-fluoro-phenoxy]-3-[2-[1-[2-[4-[4-(2,6-dioxo-3-piperidyl)-2-fluoro-phenyl]-1-piperidyl]acetyl]-4-piperidyl]ethyl]-4-oxo-quinazoline